N-(1-((1S,3R)-3-ethoxycyclopentyl)-3-(pyridin-2-yl)-1H-pyrazol-4-yl)-5-(1H-pyrazol-4-yl)furan-2-carboxamide formate C(=O)O.C(C)O[C@H]1C[C@H](CC1)N1N=C(C(=C1)NC(=O)C=1OC(=CC1)C=1C=NNC1)C1=NC=CC=C1